2-oxo-2-[(2R,5S)-5-methyl-2-[2-[rac-(3R)-1-methyl-3-piperidyl]-1,3-benzothiazol-5-yl]-1-piperidyl]-N-(1-tetrahydropyran-2-ylpyrazolo[4,3-c]pyridin-7-yl)acetamide O=C(C(=O)NC=1C2=C(C=NC1)C=NN2C2OCCCC2)N2[C@H](CC[C@@H](C2)C)C=2C=CC1=C(N=C(S1)[C@H]1CN(CCC1)C)C2 |&1:35|